5-((4R,11aS)-8-bromo-4-methyl-1,3,4,6,11,11a-hexahydro-2H-pyrazino[1,2-b]isoquinolin-2-yl)quinoline-8-carbonitrile BrC=1C=CC=2C[C@@H]3N(CC2C1)[C@@H](CN(C3)C3=C1C=CC=NC1=C(C=C3)C#N)C